[4-(1-methylimidazol-2-yl)-2-pyrrolidin-1-ylphenyl]-(4-methyl-2-phenylpiperazin-1-yl)methanone CN1C(=NC=C1)C1=CC(=C(C=C1)C(=O)N1C(CN(CC1)C)C1=CC=CC=C1)N1CCCC1